1-Phenyl-N-(2,3,6-trifluoro-4-(2-(((3S,5S)-5-fluoropiperidin-3-yl)amino)-8-isopropyl-7-oxo-7,8-dihydropyrido[2,3-d]pyrimidin-6-yl)phenyl)methanesulfonamide C1(=CC=CC=C1)CS(=O)(=O)NC1=C(C(=C(C=C1F)C1=CC2=C(N=C(N=C2)N[C@@H]2CNC[C@H](C2)F)N(C1=O)C(C)C)F)F